N[C@@H](CCC)C(=O)O NorValine